[N+](=O)([O-])[O-].C1(=CC=CC=C1)P(C1=CC=CC=C1)C1=CC=CC=C1.C1(=CC=CC=C1)P(C1=CC=CC=C1)C1=CC=CC=C1.[Cu+] copper (I) bis(triphenylphosphine) nitrate